CNC1=NC2=C(N1C=1N=C(C3=C(N1)C(=CS3)S(=O)(=O)C)N3[C@@H](COCC3)C)C=CC=C2 (R)-N-methyl-1-(4-(3-methylmorpholino)-7-(methylsulfonyl)thieno[3,2-d]pyrimidin-2-yl)-1H-benzo[d]imidazol-2-amine